benzyl ((7S,10S,13S)-13-amino-7,10-dimethyl-6,9,12-trioxo-3-oxa-5,8,11-triazatetradecyl)carbamate N[C@H](C(N[C@H](C(N[C@H](C(NCOCCNC(OCC1=CC=CC=C1)=O)=O)C)=O)C)=O)C